5-[7-amino-2-(2-cyano-2-methylideneethyl)-1-oxo-2,3-dihydro-1H-isoindol-4-yl]-N-(1-methyl-1H-pyrazol-4-yl)-1H-indazole-3-carboxamide NC=1C=CC(=C2CN(C(C12)=O)CC(=C)C#N)C=1C=C2C(=NNC2=CC1)C(=O)NC=1C=NN(C1)C